4-(piperidin-4-ylmethyl)morpholine hydrochloride Cl.N1CCC(CC1)CN1CCOCC1